COC1=CC=C(C=C1)N1N=C(C=C1C)OCCN1CCCC1 1-(4-methoxyphenyl)-5-methyl-3-[2-(pyrrolidin-1-yl)ethoxy]-1H-pyrazole